C1(=CC=CC=C1)CCCCC phenylpentan